ClC=1C=C(C=C2CCN=C(C12)C)C(F)(F)F 8-chloro-1-methyl-6-(trifluoromethyl)-3,4-dihydroisoquinoline